3-nitro-4-aminophenylacetic acid ethyl ester C(C)OC(CC1=CC(=C(C=C1)N)[N+](=O)[O-])=O